FC(CN1N(C2=NC(=NC=C2C1=O)S(=O)C)C1=NC(=CC(=C1)OCOC)C(C)(C)O)F 2-(2,2-Difluoroethyl)-1-(6-(2-hydroxypropan-2-yl)-4-(methoxymethoxy)pyridin-2-yl)-6-methylsulfinyl-1,2-dihydro-3H-pyrazolo[3,4-d]pyrimidin-3-one